4-cyclopropyl-N-[(1S,2S,3S,5R)-2,6,6-trimethylnorpinan-3-yl]-1H-pyrrolo[2,3-b]pyridine-2-carboxamide C1(CC1)C1=C2C(=NC=C1)NC(=C2)C(=O)N[C@@H]2[C@H]([C@H]1C([C@@H](C2)C1)(C)C)C